4H,4'H-2,7'-bipyridino[1,2-a]Pyrimidine-4,4'-dione N1=C2N(C(C=C1C=1C=CC=3N(C(C=CN3)=O)C1)=O)C=CC=C2